2-((1-(4,7-dimethyl-5-oxo-4,5-dihydroimidazo[1,2-a]quinazolin-9-yl)ethyl)amino)benzoic acid CN1C=2N(C3=C(C=C(C=C3C1=O)C)C(C)NC1=C(C(=O)O)C=CC=C1)C=CN2